NC1=CC=C(C=C1)C (4-aminophenyl)-methane